COC=1C=C(C=CC1)S(=O)(=O)N1C=CC2=C1N(C(N=C2)N)C2=CC=C(C=C2)N2[C@@H]1CN([C@H](C2)C1)C 7-(3-methoxybenzenesulfonyl)-N-(4-((1S-4S)-5-methyl-2,5-diazabicyclo[2.2.1]heptan-2-yl)phenyl)-2-amino-7H-pyrrolo[2,3-d]pyrimidine